dicyanomethylenebenzopyran C(#N)C(C#N)=C1OC2=C(C=C1)C=CC=C2